[3-(dimethylamino)propyl]dimethylaluminum CN(CCC[Al](C)C)C